(3-(methoxycarbonyl)phenoxy)butanoic acid COC(=O)C=1C=C(OC(C(=O)O)CC)C=CC1